O1CCOC12CCC(CC2)N2N=C(C(=C2)C(=O)O)OCCCOCCOC 1-{1,4-dioxaspiro[4.5]dec-8-yl}-3-[3-(2-methoxyethoxy)propoxy]-1H-pyrazole-4-carboxylic acid